(5-(4-(isoindolin-5-ylmethyl)piperazin-1-yl)pentyl)carbamic acid tert-butyl ester C(C)(C)(C)OC(NCCCCCN1CCN(CC1)CC=1C=C2CNCC2=CC1)=O